2,7-diphenylfluorene C1(=CC=CC=C1)C1=CC=2CC3=CC(=CC=C3C2C=C1)C1=CC=CC=C1